(E)-N-(2,2-dimethyl-2H-benzopyran-6-yl)-3-(3,4-dihydroxyphenyl)acrylamide methyl-2-((tert-butoxycarbonyl)amino)-5-oxo-5,6,7,8-tetrahydroquinoline-6-carboxylate COC(=O)C1C(C=2C=CC(=NC2CC1)NC(=O)OC(C)(C)C)=O.CC1(OC2=C(C=C1)C=C(C=C2)NC(\C=C\C2=CC(=C(C=C2)O)O)=O)C